undeca-2E-ene-8,10-diynoic acid isobutylamide C(C(C)C)NC(\C=C\CCCCC#CC#C)=O